N(C(=O)N)C(C(=O)[O-])=C Ureidoacrylat